4,5-dimethyl-7H-tetrazolo[1,5-a]pyrimidine-6-carboxylic acid ethyl ester C(C)OC(=O)C1=C(N(C=2N(C1)N=NN2)C)C